(S)-6-(5-fluoro-2-methylphenyl)-3-(1-(6-ethoxy-5-methoxypyridin-2-yl)-2-(methylsulfonyl)ethyl)-1H-imidazo[4,5-b]pyridin-2(3H)-one FC=1C=CC(=C(C1)C=1C=C2C(=NC1)N(C(N2)=O)[C@H](CS(=O)(=O)C)C2=NC(=C(C=C2)OC)OCC)C